S1C=NC2=C1C=1C=CC(=CC1OC2)[C@@H](C)C(=O)N[C@H]2N(C[C@@H](C2)O)C([C@H](C(C)(C)C)NC(CCCCCCC(=O)O)=O)=O 8-(((S)-1-((2S,4R)-2-(((R)-1-(4H-chromeno[3,4-d]thiazol-7-yl)ethyl)formamido)-4-hydroxypyrrolidin-1-yl)-3,3-dimethyl-1-oxobutan-2-yl)amino)-8-oxooctanoic acid